N1=C(N=CC=C1)C=1C(=C(C=C(C1N(C)CCN(C)C)[N+](=O)[O-])N)OC pyrimidin-2-yl-N4-(2-(dimethylamino)ethyl)-2-methoxy-N4-methyl-5-nitrobenzene-1,4-diamine